O=C(C(=O)[O-])CCCC(=O)[O-] α-ketoadipate